CN(C)C(=O)Cl N,N-dimethylaminoformyl chloride